4-((3-chloro-2-methoxyphenyl)amino)-6-((4-(methoxymethyl)pyridin-2-yl)amino)-2-methyl-1,2-dihydro-3H-pyrazolo[3,4-b]pyridin-3-one ClC=1C(=C(C=CC1)NC1=C2C(=NC(=C1)NC1=NC=CC(=C1)COC)NN(C2=O)C)OC